(2-(3-cyanoazetidin-1-yl)benzyl)-2-(9-(pyridin-2-yl)-6-oxaspiro[4.5]dec-9-yl)ethylamine C(#N)C1CN(C1)C1=C(CNCCC2(CCOC3(CCCC3)C2)C2=NC=CC=C2)C=CC=C1